2,4-octadien CC=CC=CCCC